N-[6-(1-hydroxycyclopropyl)-3-(2-methylphenyl)-1-oxo-2,3-dihydro-1H-isoindol-4-yl]-1,2-benzothiazole-3-carboxamide OC1(CC1)C1=CC(=C2C(NC(C2=C1)=O)C1=C(C=CC=C1)C)NC(=O)C1=NSC2=C1C=CC=C2